C(=O)OC(CN(CCC=C)C=1C(=NC=C(C1C)Br)I)(C)C N-(5-bromo-2-iodo-4-methyl-3-pyridyl)-N-but-3-enyl-aminoTert-butyl formate